FC1=CC=CC(=N1)NC1=NC=C(C(=O)NOC)C(=C1)NC1=C(C=C(C=C1)C(F)(F)F)N(S(=O)(=O)C)C 6-((6-fluoropyridin-2-yl)-amino)-N-methoxy-4-((2-(N-methyl-methanesulfonamido)-4-(trifluoromethyl)phenyl)-amino)nicotinamide